oleyloleate C(CCCCCCC\C=C/CCCCCCCC)OC(CCCCCCC\C=C/CCCCCCCC)=O